N-(2,6-Difluorophenyl)-2-(((2-(trifluoromethyl)pyridin-4-yl)thio)methyl)-1H-benzo[d]imidazol-5-amine FC1=C(C(=CC=C1)F)NC1=CC2=C(NC(=N2)CSC2=CC(=NC=C2)C(F)(F)F)C=C1